Cl.C1C(CC12CNCC2)O 6-azaspiro[3.4]octan-2-ol hydrochloride salt